dioleyl-phenol C(CCCCCCC\C=C/CCCCCCCC)C=1C(=C(C=CC1)O)CCCCCCCC\C=C/CCCCCCCC